10,15,20-triphenyl-porphyrin gold (III) [Au+3].C1(=CC=CC=C1)C=1C=2C=CC(=CC3=CC=C(N3)C(=C3C=CC(C(=C4C=CC1N4)C4=CC=CC=C4)=N3)C3=CC=CC=C3)N2